Cl.COC(=O)C=1C=C(C2=C(N(C=N2)C/C(=C/CN)/F)C1)C1=CC(=CC=C1)S(=O)(=O)CC (Z)-1-(4-amino-2-fluoro-but-2-en-1-yl)-4-(3-(ethylsulfonyl)phenyl)-1H-benzo[d]imidazole-6-carboxylic acid methyl ester hydrochloride